O=C1NC(CCC1N1C(C2=CC=CC(=C2C1)OCC(=O)NCCCCCCCCCCCC1=CC=C(C=C1)C=1C(=NN2C1N=C(C=C2N2CCN(CC2)CCO)C2=CC=CC=C2)C)=O)=O 2-((2-(2,6-dioxopiperidin-3-yl)-1-oxoisoindolin-4-yl)oxy)-N-(11-(4-(7-(4-(2-hydroxyethyl)piperazin-1-yl)-2-methyl-5-phenylpyrazolo[1,5-a]pyrimidin-3-yl)phenyl)undecyl)-acetamide